C(C)(C)(C)OC(=O)N1CC2(C(=CC=3C(=C4C(NCC4=CC3)=O)O2)C2C(NC(CC2)=O)=O)C1 (2,6-Dioxopiperidin-3-yl)-9'-oxo-8',9'-dihydro-7'H-spiro[azetidine-3,2'-pyrano[2,3-e]isoindole]-1-carboxylic acid tert-butyl ester